FC(C(=O)NC=1N=C2N(C(CCC2)C)C1)(F)F 2,2,2-Trifluoro-N-(5-methyl-5,6,7,8-tetrahydroimidazo[1,2-a]pyridin-2-yl)acetamide